2-[[2-(Aminomethyl)-4-pyridyl]mercapto]benzoic acid methyl ester dihydrochloride Cl.Cl.COC(C1=C(C=CC=C1)SC1=CC(=NC=C1)CN)=O